2-[4-[(3S)-3-(2-Cyanothiazol-4-yl)isoxazolidine-2-carbonyl]-1-piperidyl]-5-fluoro-pyrimidine-4-carboxamide C(#N)C=1SC=C(N1)[C@H]1N(OCC1)C(=O)C1CCN(CC1)C1=NC=C(C(=N1)C(=O)N)F